7-(8-ethyl-2-methylimidazo[1,2-b]pyridazin-6-yl)-3-(1-ethylpiperidin-4-yl)-5-fluorocinnoline C(C)C=1C=2N(N=C(C1)C1=CC(=C3C=C(N=NC3=C1)C1CCN(CC1)CC)F)C=C(N2)C